N-[4-(5-bromo-3-methyl-6-oxo-pyridazin-1-yl)phenyl]acetamide BrC1=CC(=NN(C1=O)C1=CC=C(C=C1)NC(C)=O)C